5-(3-(2-fluoroethyl)-2-methyl-3H-imidazo[4,5-b]pyridin-5-yl)-N-(cis-3-morpholinocyclobutyl)pyrrolo[2,1-f][1,2,4]triazin-2-amine FCCN1C(=NC=2C1=NC(=CC2)C=2C=CN1N=C(N=CC12)N[C@@H]1C[C@@H](C1)N1CCOCC1)C